tert-butyl (2'S,7R)-2-chloro-4-hydroxy-2'-methyl-spiro[4,5-dihydrothieno[2,3-C]pyran-7,4'-piperidine]-1'-carboxylate ClC1=CC2=C(S1)[C@@]1(C[C@@H](N(CC1)C(=O)OC(C)(C)C)C)OCC2O